(E)-2-Methyl-2-decenal C/C(/C=O)=C\CCCCCCC